2-((2-methyl-3-(trifluoromethyl)-phenyl)amino)-5-(trifluoromethyl)-nicotinic acid CC1=C(C=CC=C1C(F)(F)F)NC1=C(C(=O)O)C=C(C=N1)C(F)(F)F